COC(C1=C(C(=C(C(=C1)C=C)F)F)NC1=C(C=C(C(=C1)F)I)F)=O.ClP(C)OCC chloro(ethoxy)(methyl)phosphine methyl-2-((2,5-difluoro-4-iodophenyl)amino)-3,4-difluoro-5-vinylbenzoate